bis(mercaptomethyl)methylthio-1,3,5-trithiacyclohexane SCC1SC(SC(S1)SC)CS